F[C@H]1C[C@H](N2N=C(N=C21)S(=O)CC2=NC=CC=C2)C2=CC=CC=C2 (5S,7S)-7-fluoro-5-phenyl-2-((pyridin-2-ylmethyl)sulfinyl)-6,7-dihydro-5H-pyrrolo[1,2-b][1,2,4]triazole